CNC1=C(C(C1=O)=O)NCCCN(CCCCCCCC(=O)OC(CCCCCCCC)CCCCCCCC)CCCCCCCC(OCCC(CCCCCC)CCC)=O Heptadecan-9-yl 8-[(3-{[2-(methylamino)-3,4-dioxocyclobut-1-en-1-yl]amino}propyl)({8-oxo-8-[(3-propylnonyl)oxy]octyl})amino]octanoate